C(C)C=1C=C(C=CC1)C1=CC=CC=C1 3-Ethylbiphenyl